N1=CC=CC=2C=CC3=C(NC21)C=CC=C3 benzo[b]pyrido[3,2-f]azepine